C1(CC1)C1=NN(C(=C1C(F)(F)F)C(=O)NC1=CC(=NC=C1)S(=O)(=N)C)CC1(C2(CC2)C(C1)(F)F)C 3-Cyclopropyl-1-((6,6-difluoro-4-methylspiro[2.3]hexan-4-yl)methyl)-N-(2-(S-methylsulfonimidoyl)pyridin-4-yl)-4-(trifluoromethyl)-1H-pyrazole-5-carboxamide